D-(+)-xylose C([C@H]([C@@H]([C@H](C=O)O)O)O)O